4-(3-((5-(5-(difluoromethyl)-1,3,4-oxadiazol-2-yl)pyridin-2-yl)methyl)-2-oxo-5-(trifluoromethyl)-2,3-dihydro-1H-benzo[d]imidazol-1-yl)piperidine-1-carboxylic acid tert-butyl ester C(C)(C)(C)OC(=O)N1CCC(CC1)N1C(N(C2=C1C=CC(=C2)C(F)(F)F)CC2=NC=C(C=C2)C=2OC(=NN2)C(F)F)=O